3,4-diamino-5-iodo-benzoic acid methyl ester COC(C1=CC(=C(C(=C1)I)N)N)=O